C[C@@H]1CN(C[C@@H](C1)C)CC1=CC(=C2CN(C(C2=C1)=O)C1=CC(=CC=C1)C1=C(C=NN1C)C1=NN=CN1C)C(F)(F)F 6-(((3s,5r)-3,5-dimethylpiperidin-1-yl)methyl)-2-(3-(1-methyl-4-(4-methyl-4H-1,2,4-triazol-3-yl)-1H-pyrazol-5-yl)phenyl)-4-(trifluoromethyl)isoindolin-1-one